1-(2-(2-(2-(prop-2-yn-1-yloxy)ethoxy)ethoxy)ethyl)-1H-pyrrole-2,5-dione C(C#C)OCCOCCOCCN1C(C=CC1=O)=O